(S)-2-methylbutyl (CIS)-2-((((CIS)-4-phenylcyclohexyl)oxy) methyl)-3-(1H-pyrazol-3-yl)piperidine-1-carboxylate C1(=CC=CC=C1)[C@H]1CC[C@H](CC1)OC[C@@H]1N(CCC[C@@H]1C1=NNC=C1)C(=O)OC[C@H](CC)C